3-(trifluoromethyl-sulfonyl)aniline FC(S(=O)(=O)C=1C=C(N)C=CC1)(F)F